C12(C(CC(CC1)C2(C)C)OC([C@@H](N)CC2=CC=CC=C2)=O)C phenylalanine bornyl ester